6-(1-cyclobutylpiperidine-4-yl)-3-((5-(5-(difluoromethyl)-1,3,4-oxadiazole-2-yl)pyridine-2-yl)methyl)benzo[d]oxazole-2(3H)-one C1(CCC1)N1CCC(CC1)C1=CC2=C(N(C(O2)=O)CC2=NC=C(C=C2)C=2OC(=NN2)C(F)F)C=C1